4-(4-(dimethoxymethyl)piperidin-1-yl)aniline COC(C1CCN(CC1)C1=CC=C(N)C=C1)OC